CCCCCCCCCCCCCC(=O)OC[C@@H]1COP(=O)(O1)[O-] The molecule is an organic molecular entity and a 1-acyl-sn-glycero-2,3-cyclic phosphate(1-). It derives from a tetradecanoate, a 1-myristoyl-sn-glycero-3-phosphocholine and a 1-myristoyl-sn-glycero-3-phosphoethanolamine zwitterion.